N-(2-((4-tert-butylphenyl)amino)-1-(4-methoxyphenyl)-2-oxoethyl)-N-methyl-2-furamide C(C)(C)(C)C1=CC=C(C=C1)NC(C(C1=CC=C(C=C1)OC)N(C(=O)C=1OC=CC1)C)=O